2-(5-((1R,5S)-1-(2,5-difluorophenyl)-2-azabicyclo[3.1.0]hexan-2-yl)pyrazolo[1,5-a]pyrimidin-3-yl)-5-isopropylthiazole FC1=C(C=C(C=C1)F)[C@@]12N(CC[C@H]2C1)C1=NC=2N(C=C1)N=CC2C=2SC(=CN2)C(C)C